C(#N)C1=C(OC=2C=C3C(=C(C=NC3=CC2)[C@H]2COC3(C2)CCN(CC3)C(=O)OC(C)(C)C)OC)C(=CC=C1F)F tert-butyl (3S)-3-[6-(2-cyano-3,6-difluoro-phenoxy)-4-methoxy-3-quinolyl]-1-oxa-8-azaspiro[4.5]decane-8-carboxylate